C(C)OC([C@@H](COC)O)=O |r| Racemic-ethyl-2-hydroxy-3-methoxypropanoate